COC1=CC=CC=2C=3N(C(=NC12)N)N=C(N3)C3(CC3)C3=CC=CC=C3 7-methoxy-2-(1-phenylcyclopropyl)[1,2,4]triazolo[1,5-c]quinazolin-5-amine